(Z)-1-(4-amino-2-fluoro-but-2-en-1-yl)-4-(3-(pyrrolidin-1-ylsulfonyl)phenyl)-1H-benzo[d]imidazole-6-carbonitrile hydrochloride Cl.NC\C=C(\CN1C=NC2=C1C=C(C=C2C2=CC(=CC=C2)S(=O)(=O)N2CCCC2)C#N)/F